C(C)(C)(C)OC(=O)N1CC(N(CC1)C1=CC(=C(C=C1)Cl)Cl)C 4-(3,4-Dichlorophenyl)-3-methylpiperazine-1-carboxylic acid tert-butyl ester